N-((R)-1-(5-(ethylsulfonyl)pyridin-2-yl)-2-hydroxyethyl)nicotinamide C(C)S(=O)(=O)C=1C=CC(=NC1)[C@H](CO)NC(C1=CN=CC=C1)=O